(S)-5-((((3'-chloro-2'-(2-chloro-3-((2-fluoro-3-((((R)-2-hydroxypropyl)amino)methyl)phenyl)amino)phenyl)-6-methoxy-[2,4'-bipyridin]-5-yl)methyl)amino)methyl)pyrrolidin-2-one ClC=1C(=NC=CC1C1=NC(=C(C=C1)CNC[C@@H]1CCC(N1)=O)OC)C1=C(C(=CC=C1)NC1=C(C(=CC=C1)CNC[C@@H](C)O)F)Cl